1,4-DIOXANE-2-CARBOXALDEHYDE O1C(COCC1)C=O